((2R,3S,4R,5R)-5-(4-butyramidopyrrolo[2,1-f][1,2,4]triazin-7-yl)-5-cyano-4-hydroxy-3-(propionyloxy)tetrahydrofuran-2-yl)methyl L-valinate N[C@@H](C(C)C)C(=O)OC[C@H]1O[C@@]([C@@H]([C@@H]1OC(CC)=O)O)(C#N)C1=CC=C2C(=NC=NN21)NC(CCC)=O